6-cyclopropyl-7-(2,2-difluorocyclopropyl)-5-fluoro-N-((3R,4R)-3-fluoro-1-(methylsulfonyl)piperidin-4-yl)pyrrolo[2,1-f][1,2,4]triazin-2-amine C1(CC1)C=1C(=C2C=NC(=NN2C1C1C(C1)(F)F)N[C@H]1[C@@H](CN(CC1)S(=O)(=O)C)F)F